3-(4-cyclopropylphenyl)propylamine C1(CC1)C1=CC=C(C=C1)CCCN